(4-methyl-2-(1-methyl-1H-pyrazol-3-yl)oxazol-5-yl)methanone CC=1N=C(OC1C=O)C1=NN(C=C1)C